C(#N)C1=CC(=C(C=C1)COC=1N=NC=CC1C1=CC(=C(C(=C1)F)CC=1N(C2=C(N1)C=CC(=C2)C(=O)O)CCOC)F)F 2-[[4-[3-[(4-Cyano-2-fluoro-phenyl)methoxy]pyridazin-4-yl]-2,6-difluoro-phenyl]methyl]-3-(2-methoxyethyl)benzimidazole-5-carboxylic acid